4-amino-N-((1R,4R)-2-oxa-5-azabicyclo[2.2.1]heptan-5-yl)-7-fluoro-1-methyl-N-((5-(trifluoromethyl)pyridin-2-yl)methyl)-1H-pyrazolo[4,3-c]quinoline-8-carboxamide NC1=NC=2C=C(C(=CC2C2=C1C=NN2C)C(=O)N(CC2=NC=C(C=C2)C(F)(F)F)N2[C@H]1CO[C@@H](C2)C1)F